BrC(CBr)C1=CC=C(C#N)C=C1 4-(1,2-Dibromoethyl)benzonitrile